ClC=1C(=C(C=CC1)SC=1N=CC(=NC1)N1CCC2([C@@H](C=3N(N=CC3)C2)N)CC1)C(F)(F)F (S)-1-(5-((3-chloro-2-(trifluoromethyl)phenyl)thio)pyrazin-2-yl)-4'H,6'H-spiro[piperidine-4,5'-pyrrolo[1,2-b]pyrazol]-4'-amine